CN(C1=CC=C(C=N1)N1C=C(C(C2=CC(=C(C=C12)N1[C@@H]2C[C@@H]2C[C@@H]1COC1=NC(=CC=C1F)OC)F)=O)C(=O)O)C 1-(6-(dimethyl-amino)pyridin-3-yl)-6-fluoro-7-((1R,3R,5R)-3-(((3-fluoro-6-methoxy-pyridin-2-yl)oxy)methyl)-2-azabicyclo[3.1.0]hexan-2-yl)-4-oxo-1,4-dihydro-quinoline-3-carboxylic acid